3-isopropyl-5-(4-(1-((5-(4-((2-methoxyethyl)sulfonyl)phenyl)thiazolo[5,4-b]pyridin-2-yl)oxy)ethyl)piperidin-1-yl)-1,2,4-oxadiazol C(C)(C)C1=NOC(=N1)N1CCC(CC1)C(C)OC=1SC2=NC(=CC=C2N1)C1=CC=C(C=C1)S(=O)(=O)CCOC